4-(6-chloro-3-((1-(2-(4,4-difluoropiperidin-1-yl)-3,6-dimethyl-4-oxo-4H-chromen-8-yl)ethyl)amino)pyridin-2-yl)-2-fluoro-6-formylphenyl trifluoromethanesulfonate FC(S(=O)(=O)OC1=C(C=C(C=C1C=O)C1=NC(=CC=C1NC(C)C=1C=C(C=C2C(C(=C(OC12)N1CCC(CC1)(F)F)C)=O)C)Cl)F)(F)F